4-(3-methoxyprop-1-yn-1-yl)piperidine hydrochloride Cl.COCC#CC1CCNCC1